2-bromo-1-isoselenocyanato-5-(trifluoromethyl)benzene BrC1=C(C=C(C=C1)C(F)(F)F)N=C=[Se]